The molecule is a 3-hydroxy steroid that is obtained by formal dehydrogenation across positions 6 and 7 of 17beta-estradiol. It is a 17beta-hydroxy steroid and a 3-hydroxy steroid. It derives from a hydride of an androstane. C[C@]12CC[C@H]3[C@H]([C@@H]1CC[C@@H]2O)C=CC4=C3C=CC(=C4)O